1-((1R,5S)-7-(4-((3-chloro-2-fluorophenyl)amino)pyrido[3,2-d]pyrimidin-6-yl)-3-oxa-7,9-diazabicyclo[3.3.1]nonan-9-yl)prop-2-en-1-one ClC=1C(=C(C=CC1)NC=1C2=C(N=CN1)C=CC(=N2)N2C[C@H]1COC[C@@H](C2)N1C(C=C)=O)F